FC1=C(C=CC=C1OC)C1=CC2=C(N=C(N=C2)SC)C(=N1)NCC1N(CCC1)C 6-(2-fluoro-3-methoxyphenyl)-N-((1-methylpyrrolidin-2-yl)methyl)-2-(methylthio)pyrido[3,4-d]pyrimidine-8-amine